18-hydroxyoctadecyl acrylate C(C=C)(=O)OCCCCCCCCCCCCCCCCCCO